silicate iron calcium [Ca+2].[Fe+2].[Si]([O-])([O-])([O-])[O-]